bromopicolinic acid BrC=1C(=NC=CC1)C(=O)O